1-(2,3-Dichlorophenyl)-4-(3-((4-(pyridin-2-yl)tetrahydro-2H-pyran-4-yl)oxy)propyl)piperazine ClC1=C(C=CC=C1Cl)N1CCN(CC1)CCCOC1(CCOCC1)C1=NC=CC=C1